tert-butyl (2R,4R)-4-amino-2-methylpyrrolidine-1-carboxylate N[C@@H]1C[C@H](N(C1)C(=O)OC(C)(C)C)C